ClC=1C=CC(=C2C=CN(C(C12)=O)C)OC1CC2(CN(C2)CCNC2=CC=3N(C=C2Cl)C=NN3)C1 8-chloro-5-((2-(2-((6-chloro-[1,2,4]triazolo[4,3-a]pyridin-7-yl)amino)ethyl)-2-azaspiro[3.3]heptan-6-yl)oxy)-2-methylisoquinolin-1(2H)-one